C(C)(C)N(C=1N=CC(=NC1)C(=O)N)C 5-(isopropyl(methyl)amino)pyrazine-2-carboxamide